ClC=1C=C(C(=NC1)OC)S(=O)(=O)NC1=CC(=C(C=C1)F)C1=NC=2C=NC(=NC2N(C1=O)C)N[C@@H]1CC[C@H](CC1)N(C)C trans-5-chloro-N-(3-(2-((4-(dimethylamino)cyclohexyl)amino)-8-methyl-7-oxo-7,8-dihydropteridin-6-yl)-4-fluorophenyl)-2-methoxypyridine-3-sulfonamide